[Hf].CC1=C(C(=C(C1(CC1(C(=CC=2C1=CC=1CCCCC1C2)C)CCCC)C)C)C)C Pentamethylcyclopentadienyl-dimethyl-(1-n-butyl-5,6,7,8-tetrahydro-1H-cyclopenta[b]naphthalene) hafnium